C[SiH](C1=CC=C(C=C1)[Si](CCCC)(CCCC)C1=CC=C(C=C1)[SiH](C)C)C bis(4-(dimethylsilyl)phenyl)di-n-butylsilane